C1=CC(=CC=2C3=CC=CC=C3C3(C12)C1=CC=CC=C1C=1C=CC=CC13)C1=NC(=NC(=N1)C1=CC=CC=C1)C1=CC=CC=C1 2-(9,9'-spirobifluorene-3-yl)-4,6-diphenyl-1,3,5-triazine